FC1=CC(=C(C=C1)NC1=C(C(=O)O)C=CC(=C1)C(F)(F)F)OC 2-((4-fluoro-2-methoxyphenyl)-amino)-4-(trifluoromethyl)benzoic acid